(+/-)-methyl (1R,2R)-2-{[(5-{4-[(1-methylpiperidin-4-yl)amino]-1-(2,2,2-trifluoroethyl)-1H-indol-2-yl}-1,3,4-thiadiazol-2-yl)methyl]carbamoyl}cyclopropane-1-carboxylate CN1CCC(CC1)NC1=C2C=C(N(C2=CC=C1)CC(F)(F)F)C1=NN=C(S1)CNC(=O)[C@H]1[C@@H](C1)C(=O)OC |r|